N,N-dimethyl-alpha-[2-(1-naphthyloxy)ethyl]benzylamine CN(C)C(C1=CC=CC=C1)CCOC1=CC=CC2=CC=CC=C12